(S)-1-((R)-1-(2-((R*)-1-amino-2-((1,1,1-trifluoro-2-methylpropan-2-yl)oxy)ethyl)-1H-benzo[d]imidazol-6-yl)ethyl)-4-(trifluoromethyl)imidazolidin-2-one N[C@@H](COC(C(F)(F)F)(C)C)C1=NC2=C(N1)C=C(C=C2)[C@@H](C)N2C(N[C@@H](C2)C(F)(F)F)=O |o1:1|